γ-glycidoxypropyltrimethoxylsilane C(C1CO1)OCCC[Si](OC)(OC)OC